1'-{6-[5-(pyridin-3-ylmethyl)-1,3,4-oxadiazol-2-yl]pyridazin-3-yl}-5-(trifluoromethyl)-3,4-dihydrospiro[chromen-2,4'-piperidine] N1=CC(=CC=C1)CC1=NN=C(O1)C1=CC=C(N=N1)N1CCC2(CC1)OC1=CC=CC(=C1CC2)C(F)(F)F